tert-Butyl 4-(4-(2-aminoethyl)-2-chlorophenyl)piperazine-1-carboxylate NCCC1=CC(=C(C=C1)N1CCN(CC1)C(=O)OC(C)(C)C)Cl